tert-butyl 2-(1-(2,6-dioxopiperidin-3-yl)-3-methyl-2-oxo-2,3-dihydro-1H-benzo[d]imidazol-4-yl)-2,7-diazaspiro[3.5]nonane-7-carboxylate O=C1NC(CCC1N1C(N(C2=C1C=CC=C2N2CC1(C2)CCN(CC1)C(=O)OC(C)(C)C)C)=O)=O